CC1=C(C(=O)P(C2=C(C(=CC=C2)C)C)=O)C(=CC(=C1)C)C 2,4,6-trimethyl-benzoyl-xylyl-phosphine oxide